(R)-N-((R)-8-(5-((1H-indazole-5-yl)thio)-1-methyl-6-oxo-1,6-dihydropyrimidin-2-yl)-8-azaspiro[4.5]decan-1-yl)-2-methylpropane-2-sulfinamide N1N=CC2=CC(=CC=C12)SC1=CN=C(N(C1=O)C)N1CCC2(CCC[C@H]2N[S@](=O)C(C)(C)C)CC1